OC1=C(C=C(CO)C=C1C)C 4-hydroxy-3,5-dimethylbenzyl alcohol